CN1CCN(CC1)C1=CC=C(C=N1)NC(=O)C=1C=C2C(=NC1)NC=C2C2=CC=1N(C=C2)N=CC1C(=O)N1CCOCC1 N-(6-(4-methylpiperazin-1-yl)pyridin-3-yl)-3-(3-(morpholine-4-carbonyl)pyrazolo[1,5-a]pyridin-5-yl)-1H-pyrrolo[2,3-b]pyridine-5-carboxamide